2-oxo-7-(trifluoromethyl)-1,2-dihydroquinoline-3-carboxylate O=C1NC2=CC(=CC=C2C=C1C(=O)[O-])C(F)(F)F